1-[[4-[(1E)-1-[[[4-Cyclohexyl-3-(trifluoromethyl)phenyl]methoxy]imino]ethyl]-2-ethylphenyl]methyl]-3-azetidinecarboxylic acid C1(CCCCC1)C1=C(C=C(C=C1)CO\N=C(/C)\C1=CC(=C(C=C1)CN1CC(C1)C(=O)O)CC)C(F)(F)F